C(C)(C)(C)OC(NC1CN(C1)[C@@H]1COCC1)=O (S)-(1-(tetrahydrofuran-3-yl)azetidin-3-yl)carbamic acid tert-butyl ester